tert-butyl 4-(3-(4-(((5-fluoro-4-oxo-2-(((tetrahydro-2H-pyran-4-yl)oxy)methyl)-3,4-dihydroquinazolin-7-yl)oxy)methyl)piperidin-1-yl)azetidin-1-yl)piperidine-1-carboxylate FC1=C2C(NC(=NC2=CC(=C1)OCC1CCN(CC1)C1CN(C1)C1CCN(CC1)C(=O)OC(C)(C)C)COC1CCOCC1)=O